S1C(=NC2=C1C=CC=C2)NC2=C(C=C(N=N2)N(C=2SC(=C(N2)C(=O)O)CCCOC2=C(C=C(C=C2)C#CCNCCN(C)C)F)C)C 2-[[6-(1,3-Benzothiazol-2-ylamino)-5-methyl-pyridazin-3-yl]-methyl-amino]-5-[3-[4-[3-[2-(dimethylamino)ethylamino]prop-1-ynyl]-2-fluoro-phenoxy]propyl]thiazole-4-carboxylic acid